FC=1C(=C(C=CC1F)[C@H]1[C@@H](O[C@]([C@H]1C)(C(F)(F)F)C)C(=O)NC1=CC(=NC=C1)C(=O)N)OC([2H])([2H])[2H] 4-((2R,3S,4S,5R)-3-(3,4-difluoro-2-(methoxy-d3)phenyl)-4,5-dimethyl-5-(trifluoromethyl)tetrahydrofuran-2-carboxamido)picolinamide